6-bromo-3,3-dimethyl-1-(3-oxocyclobutyl)pyrrolo[3,2-b]pyridin-2-one BrC=1C=C2C(=NC1)C(C(N2C2CC(C2)=O)=O)(C)C